5-(pyridin-2-ylamino)-3-(4-(4-(trifluoro-methoxy)benzamido)phenyl)-1H-pyrazole-4-carboxamide N1=C(C=CC=C1)NC1=C(C(=NN1)C1=CC=C(C=C1)NC(C1=CC=C(C=C1)OC(F)(F)F)=O)C(=O)N